2-(4-(2-((7-chloro-1H-benzo[d]imidazol-2-yl)amino)-2-oxoethyl)phenoxy)pyridine-3-carboxamide ClC1=CC=CC2=C1NC(=N2)NC(CC2=CC=C(OC1=NC=CC=C1C(=O)N)C=C2)=O